C(#N)CC(C1=C(C(=CC=C1)Cl)Cl)N[S@](=O)C(C)(C)C (R)-N-(2-cyano-1-(2,3-dichlorophenyl)ethyl)-2-methylpropane-2-sulfinamide